4-((3-bromoimidazo[1,2-b]pyridazin-6-yl)amino)bicyclo[2.2.1]heptan-1-ol BrC1=CN=C2N1N=C(C=C2)NC21CCC(CC2)(C1)O